5-(1'-isobutyl-6'-oxo-1',6'-dihydro-[3,3'-bipyridin]-5-yl)-1-methylindolin-2-one C(C(C)C)N1C=C(C=CC1=O)C=1C=NC=C(C1)C=1C=C2CC(N(C2=CC1)C)=O